[C@H]1([C@H](O)[C@@H](O)[C@H](O)[C@H](O1)CO)O[C@@H]([C@H]([C@@H](C(CO)=O)O)O)CO 5-O-α-D-Glucopyranosyl-D-fructose